C1(OC[C@H](C)O1)=O L-1-Propylene Carbonate